BrC1=NC=CC(=C1)C1OCCO1 Bromo-4-(1,3-dioxolan-2-yl)pyridine